1,2-dibutylpyrazolidine-3,5-dione C(CCC)N1N(C(CC1=O)=O)CCCC